tert-butyl 4-((5-ethyl-4-(1-((2-(trimethylsilyl)ethoxy)methyl)-1H-indazol-3-yl)pyrimidin-2-yl)amino)piperidine-1-carboxylate C(C)C=1C(=NC(=NC1)NC1CCN(CC1)C(=O)OC(C)(C)C)C1=NN(C2=CC=CC=C12)COCC[Si](C)(C)C